ethyl-8-(4,4,5,5-tetramethyl-1,3,2-dioxaborolan-2-yl)naphthalene C(C)C1=CC=CC2=CC=CC(=C12)B1OC(C(O1)(C)C)(C)C